(S)-N1-(1-(2-((1S,2R,4R)-Bicyclo[2.2.1]heptan-2-ylamino)-2-oxoethyl)-2-oxo-1,2-dihydropyridin-3-yl)-N6-cyclopentyl-2-(imidazo[2,1-b]thiazol-6-carboxamido)-5-oxohexandiamid [C@H]12[C@@H](C[C@H](CC1)C2)NC(CN2C(C(=CC=C2)NC([C@H](CCC(C(=O)NC2CCCC2)=O)NC(=O)C=2N=C1SC=CN1C2)=O)=O)=O